6-[4-(2-fluorophenoxy)-3-(propan-2-yl)-3H-imidazo[4,5-c]pyridin-6-yl]-1-[(1s,3s)-3-(piperidin-1-yl)cyclobutyl]-1,2-dihydrospiro[indole-3,4'-piperidin]-2-one FC1=C(OC2=NC(=CC3=C2N(C=N3)C(C)C)C3=CC=C2C(=C3)N(C(C23CCNCC3)=O)C3CC(C3)N3CCCCC3)C=CC=C1